N-[(1-Phenylcyclopropyl)methyl]thieno[2,3-d]pyrimidin-4-amine C1(=CC=CC=C1)C1(CC1)CNC=1C2=C(N=CN1)SC=C2